rac-(7R,2R,3S,5R)-2-((benzyloxy)carbonyl)-3-(4-bromophenyl)-5-isopropoxycyclohexane-1-carboxylic acid C(C1=CC=CC=C1)OC(=O)[C@H]1C(C[C@@H](C[C@@H]1C1=CC=C(C=C1)Br)OC(C)C)C(=O)O |r|